1-bromo-3-(2,2-diethoxyethyl)benzene BrC1=CC(=CC=C1)CC(OCC)OCC